(3-Hydroxy-3-methylazetidin-1-yl)(6-((5-methyl-3-(6-methylpyridin-3-yl)isoxazol-4-yl)methoxy)pyridazin-3-yl)methanon OC1(CN(C1)C(=O)C=1N=NC(=CC1)OCC=1C(=NOC1C)C=1C=NC(=CC1)C)C